N-{2-[6-Amino-8-(5-iodo-2,3-dihydro-benzofuran-6-ylsulfanyl)-purin-9-yl]-ethyl}-propionamide NC1=C2N=C(N(C2=NC=N1)CCNC(CC)=O)SC1=CC2=C(CCO2)C=C1I